O1C2=C(OCC1)C=C(C=C2)C(CCN2N=CC=1C2=CN=CC1)=O 1-(2,3-dihydrobenzo[b][1,4]dioxin-6-yl)-3-(1H-pyrazolo[3,4-c]pyridin-1-yl)propan-1-one